Cl.C12CC(CC(CC1)N2)N2CCC(CC2)N2N=C(C=1C2=NC=NC1N)C1=CC=C(C=C1)OC1=CC=CC=C1 1-(1-(8-azabicyclo[3.2.1]octan-3-yl)piperidin-4-yl)-3-(4-phenoxyphenyl)-1H-pyrazolo[3,4-d]pyrimidin-4-amine hydrochloride